3,5-difluoro-4-chlorobenzeneboronic acid FC=1C=C(C=C(C1Cl)F)B(O)O